N[C@@H](C)C1=NC(=NN1C1=CC=C(C=N1)C#N)OC(C)C 6-[5-[(1S)-1-Aminoethyl]-3-isopropoxy-1,2,4-triazol-1-yl]pyridin-3-carbonitril